CC(C=CO)CCC=C(C)C 3,7-dimethyloct-1,6-dien-ol